4-(methoxymethyl)benzoyl chloride COCC1=CC=C(C(=O)Cl)C=C1